(4-(2-fluoro-4-(1H-pyrazol-4-yl)phenyl)piperidin-1-yl)(hexahydrocyclopenta[c]pyrrol-2(1H)-yl)methanone FC1=C(C=CC(=C1)C=1C=NNC1)C1CCN(CC1)C(=O)N1CC2C(C1)CCC2